dioxo-2,3-dihydro-1H-benzo[de]isoquinoline O=C1NC(C2=CC=CC=3C2=C1C=CC3)=O